C1(CC1)C1=CN=CC(=N1)NC1=NNC=C1 3-((6-cyclopropylpyrazin-2-yl)amino)-1H-pyrazol